CC1=CC(=C2C=C(NC2=C1)C(=O)OCC)NC1=CC(=C(C=C1)F)Cl Ethyl 6-methyl-4-((4-fluoro-3-chlorophenyl) amino)-1H-indole-2-carboxylate